NCC#CC1=CC=C(C=C1)C1=N[C@H](C=2N(C3=C1C(=C(S3)C)C)C(=NN2)C)CC(=O)OC(C)(C)C tert-butyl (S)-2-(4-(4-(3-aminoprop-1-yn-1-yl)phenyl)-2,3,9-trimethyl-6H-thieno[3,2-f][1,2,4]triazolo[4,3-a][1,4]diazepin-6-yl)acetate